1-(3-chloro-4-cyano-2-fluorophenyl)piperidine-4-carboxylic acid ClC=1C(=C(C=CC1C#N)N1CCC(CC1)C(=O)O)F